5-(3,4-dichlorobenzyl)-1,3,4-thiadiazole ClC=1C=C(CC2=NN=CS2)C=CC1Cl